OC=1C=C(C=C(C1)O)C(C(C)(C)C=1C=C(C=C(C1)O)O)(C)C 5-[3-(3,5-Dihydroxyphenyl)-2,3-dimethylbutan-2-yl]benzene-1,3-diol